N1=CNC2=NC=CC(=C21)C=2C=NN(C2)C2=NC=CC(=C2)CC#N (2-(4-(3H-imidazo[4,5-b]pyridin-7-yl)-1H-pyrazol-1-yl)pyridin-4-yl)acetonitrile